styrenesulfonyl-(trifluoromethanesulfonyl)amine C(=CC1=CC=CC=C1)S(=O)(=O)NS(=O)(=O)C(F)(F)F